tert-butyl (3-nitro-4-(4,4,5,5-tetramethyl-1,3,2-dioxaborolan-2-yl)phenyl)carbamate [N+](=O)([O-])C=1C=C(C=CC1B1OC(C(O1)(C)C)(C)C)NC(OC(C)(C)C)=O